OB(C1=CC=C(C[C@H](N)C(=O)O)C=C1)O p-dihydroxyboranylphenylalanine